C(C1=CC=CC=C1)OC=1C=C(C(=O)OC2=C(C(=CC(=C2)C(=O)OC2=C(C(=CC(=C2)C(=O)OC2CC2)O)O)O)O)C=C(C1O)O 5-((5-(Cyclopropoxycarbonyl)-2,3-dihydroxyphenoxy) carbonyl)-2,3-dihydroxyphenyl 3-(benzyloxy)-4,5-dihydroxybenzoate